BrC1=CC=C(COC2=NN(C=C2)C)C=C1 3-((4-bromobenzyl)oxy)-1-methyl-1H-pyrazole